[Ru](Cl)Cl.C(=O)(O)C1(CC=C(N=C1)C1=NC=CC=C1)C(=O)O (5,5-dicarboxyl-2,2-bipyridine) ruthenium dichloride